ClC=1C=CC(=NC1)[C@@H](C1=CC=C(C(=O)N)C=C1)OC1=CC=C2C(CCOC2=C1C)=O (R,S)-4-((5-chloropyridin-2-yl)((8-methyl-4-oxochroman-7-yl)oxy)methyl)benzamide